[Si](C1=CC=CC=C1)(C1=CC=CC=C1)(C(C)(C)C)O[C@@H](CC(=O)OCC)CI ethyl (S)-3-((tert-butyldiphenylsilyl) oxy)-4-iodobutanoate